C(C)(C)N1C(C=CC(=C1)C1=NC(=NC=C1F)NC1=NC=C(C=C1)N1CCN(CC1)CC)=O 1-isopropyl-5-(2-(5-(4-ethylpiperazin-1-yl)pyridin-2-yl)amino-5-fluoropyrimidin-4-yl)-pyridin-2(1H)-one